Cl.N1CCC(CC1)OC=1C(=NC2=CC=CC=C2C1)C#N (piperidin-4-yloxy)quinoline-2-carbonitrile hydrochloride